1-((1S,4S)-5-(4-((5-chloro-6-methoxypyridin-3-yl)amino)pyrido[3,2-d]pyrimidin-6-yl)-2,5-diazabicyclo[2.2.1]heptan-2-yl)prop-2-en-1-one ClC=1C=C(C=NC1OC)NC=1C2=C(N=CN1)C=CC(=N2)N2[C@@H]1CN([C@H](C2)C1)C(C=C)=O